C(C)OC(C(=C)C)=O.NC(=O)OCC urethane ethylmethacrylate